Methyl 5-[[6-[4-[2-[4-ethoxycarbonyl-2-fluoro-6-[[(2S)-oxetan-2-yl]methylamino]anilino]-2-oxo-ethyl]-2,5-difluoro-phenyl]-2-pyridyl]oxymethyl]isoindoline-2-carboxylate C(C)OC(=O)C1=CC(=C(NC(CC2=CC(=C(C=C2F)C2=CC=CC(=N2)OCC=2C=C3CN(CC3=CC2)C(=O)OC)F)=O)C(=C1)NC[C@H]1OCC1)F